Cl.C[C@H]1N=C(N=C2N1CCCN2C)N (S)-4,9-dimethyl-6,7,8,9-tetrahydro-4H-pyrimido[1,2-a][1,3,5]Triazin-2-amine hydrochloride